NC1=CC=C2C(=C(C(OC2=C1)=O)CCCCC\C=C/C\C=C/C\C=C/C\C=C/CCCC[NH-])C 7-amino-4-methylcoumarinarachidonylamide